ClC=1C=CC2=C(\C(\CCCN2S(=O)(=O)C2=CC=C(C=C2)C)=N/CCCC)C1 N-[(5Z)-7-chloro-1-(4-methylbenzenesulfonyl)-2,3,4,5-tetrahydro-1H-1-benzazepin-5-ylidene]butan-1-amine